FC=1C=C(C=CC1)C=1C(=NC(=NC1C(F)(F)F)N1[C@H](CC1)C)N1C[C@@H]2C([C@@H]2C1)CC(=O)O 2-((1R,5S,6R)-3-(5-(3-fluorophenyl)-2-((S)-2-methylazetidin-1-yl)-6-(trifluoromethyl)pyrimidin-4-yl)-3-azabicyclo[3.1.0]hex-6-yl)acetic acid